2-(benzo[b]thiophen-5-yl-2-d)-4,4,5,5-tetramethyl-1,3,2-dioxaborolane S1C2=C(C=C1[2H])C=C(C=C2)B2OC(C(O2)(C)C)(C)C